C(C)C(C(=O)[O-])CCCC.[Co+2].C(C)C(C(=O)[O-])CCCC Cobalt 2-ethylhexanoate